4-({1-[N-methyl-5-(1H-indole-2-carbonyl)-4H,5H,6H,7H-pyrazolo[1,5-a]pyrazine-3-amido]cyclopropyl}methoxy)benzoic acid CN(C(=O)C=1C=NN2C1CN(CC2)C(=O)C=2NC1=CC=CC=C1C2)C2(CC2)COC2=CC=C(C(=O)O)C=C2